N-(cis-4-(trifluoromethyl)cyclohexyl)pyrazine-2-carboxamide FC([C@H]1CC[C@H](CC1)NC(=O)C1=NC=CN=C1)(F)F